C12(CC3CC(CC(C1)C3)C2)COC2=CC=C(C=C2)C(=O)NC2=C(C(=O)O)C=C(C=C2)Cl 2-{{[4-(adamantan-1-ylmethoxy)phenyl]carbonyl}amino}-5-chlorobenzoic acid